(S)-7-((3-chloro-5-oxo-1,5-dihydro-4H-1,2,4-triazol-4-yl)methyl)-4-(cyclopropylethynyl)-6-fluoro-4-(trifluoromethyl)-3,4-dihydroquinazolin-2(1H)-one ClC1=NNC(N1CC1=C(C=C2[C@](NC(NC2=C1)=O)(C(F)(F)F)C#CC1CC1)F)=O